rel-((1S,2S)-2-((2-(dimethylamino)ethoxy)methyl)cyclopropyl)methanol CN(CCOC[C@@H]1[C@H](C1)CO)C |o1:6,7|